CCCCCCCCCCCCCCCCC(=O)N[C@@H](CO)[C@@H](/C=C/CCCCCCCCC(C)CC)O The molecule is a ceramide obtained by formal condensation of the carboxy group of heptadecanoic acid with the amino group of 14-methylhexadecasphingosine. It is a metabolite of the nematode Caenorhabditis elegans. It has a role as a Caenorhabditis elegans metabolite. It is a ceramide and a Cer(d34:1). It derives from a 14-methylhexadecasphingosine and a heptadecanoic acid.